2,2,2-Trifluoro-1-(4-fluoro-2-methoxyphenyl)ethan-1-ol germanium-selenium-antimony [Sb].[Se].[Ge].FC(C(O)C1=C(C=C(C=C1)F)OC)(F)F